NC1=CC(=NC=C1)C(=O)NC1(CC1)C(F)(F)F 4-amino-N-[1-(trifluoromethyl)cyclopropyl]Pyridine-2-carboxamide